ClC1=CC=C(OC2=NC3=CC=CC=C3C(=C2)CNC(C=C)=O)C=C1 N-[{2-(4-chlorophenoxy)quinolin-4-yl}methyl]acrylamide